1,4,5,6-tetrahydrobenzo[e][1,4]diazocin-3(2H)-one N1CC(NCCC2=C1C=CC=C2)=O